ClCC=1C=CC(=C(N(C)C)C1)OC 5-(chloromethyl)-2-methoxy-N,N-dimethylaniline